BrC1=CC=2N(C(N(C(C2S1)=O)C1=CN=CC2=CC=CC=C12)=O)COCC[Si](C)(C)C 6-bromo-3-(isoquinolin-4-yl)-1-((2-(trimethylsilyl)ethoxy)methyl)thieno[3,2-d]pyrimidine-2,4(1H,3H)-dione